FC1=CC=C(C=C1)C1=CC(=C(C=C1)NC(OC(C)(C)C)=O)NC(C1=CC=C(C=C1)S(=O)(=N)C=1C=NC=NC1)=O tert-butyl N-[4-(4-fluorophenyl)-2-[[4-(pyrimidin-5-ylsulfonimidoyl)benzoyl]amino]phenyl]carbamate